NC1=CC(=C(C(=O)NC2=CC=3N(C(=C2)N2CC(C2)(F)F)N=CC3)C=C1)N1CCC3(CC3)CC1 4-amino-N-(7-(3,3-difluoroazetidin-1-yl)pyrazolo[1,5-a]pyridin-5-yl)-2-(6-azaspiro[2.5]oct-6-yl)benzamide